O=CCC(=O)[O-] 3-Oxopropionat